methyl (S)-4-(3-(2-(hydroxymethyl)pyrrolidin-1-yl)propoxy)butanoate OC[C@H]1N(CCC1)CCCOCCCC(=O)OC